(2R)-2-[[2-chloro-4-(2-chlorophenyl)-7-quinolyl]oxy]-1-(1-piperidyl)propan-1-one ClC1=NC2=CC(=CC=C2C(=C1)C1=C(C=CC=C1)Cl)O[C@@H](C(=O)N1CCCCC1)C